(R)-N-(but-3-yn-2-yl)-5-(4-(trifluoromethyl)phenoxy)-2-naphthamide C[C@H](C#C)NC(=O)C1=CC2=CC=CC(=C2C=C1)OC1=CC=C(C=C1)C(F)(F)F